(pyrimidin-5-ylmethyl)amine N1=CN=CC(=C1)CN